FC=1C(NC(N(C1)[C@@H]1O[C@@]([C@H]([C@@H]1F)OC(C1=CC=CC=C1)(C1=CC=CC=C1)C1=CC=C(C=C1)OC)(CO)CF)=O)=O 5-fluoro-1-[(2R,3S,4R,5R)-3-fluoro-5-(fluoromethyl)-5-(hydroxymethyl)-4-[(4-methoxyphenyl)diphenylmethoxy]oxolan-2-yl]-3H-pyrimidine-2,4-dione